PYRIDO[3,4-B]INDOLE C1=NC=CC2=C1NC1=CC=CC=C21